C(#N)C1=CNC2=C(C=CC(=C12)F)NS(=O)(=O)C=1C=NN(C1)[C@@H](CO)C N-(3-Cyano-4-fluoro-1H-indol-7-yl)-1-[(1R)-2-hydroxy-1-methyl-ethyl]pyrazol-4-sulfonamid